NC=1SC2=C(N1)C=CC=C2 2-aminobenzo[d]thiazole